(6S)-6-Amino-1-(2-tert-butyl-5-fluoro-1-methyl-pyrrolo[2,3-b]pyridin-6-yl)-7-hydroxy-5-isopropoxy-heptan-1-one N[C@H](C(CCCC(=O)C1=C(C=C2C(=N1)N(C(=C2)C(C)(C)C)C)F)OC(C)C)CO